OC1CCN(CC1)C=1C=NC(=NC1)N1CC2(C1)CCN(CC2)C(=O)[O-] 2-[5-(4-hydroxy-1-piperidyl)pyrimidin-2-yl]-2,7-diazaspiro[3.5]nonane-7-carboxylate